ClC=1C=C(C=C(C1)Cl)N1N=C(C=2CCC3=C(C12)C=C(C(=C3)OC)C=3C=C(C=NC3)C(=O)N)C(=O)N3C(CNCC3)C 5-[1-(3,5-dichlorophenyl)-7-methoxy-3-(2-methylpiperazine-1-carbonyl)-4,5-dihydrobenzo[g]indazol-8-yl]pyridine-3-carboxamide